CC1=C(C=CC=C1)C=1N(C=NN1)C1=C(C=CC=C1C)C 5-(2-methylphenyl)-4-(2,6-dimethylphenyl)-4H-1,2,4-triazole